(R)-7-(3-(4-(1H-pyrrolo[2,3-d]pyridin-3-yl)thiazol-2-yl)phenyl)-6,7-dihydro-5H-cyclopenta[b]pyridin-7-ol N1C=C(C=2C1=CC=NC2)C=2N=C(SC2)C=2C=C(C=CC2)[C@@]2(CCC=1C2=NC=CC1)O